P(OC1=CC=CC=C1)(OCC)OCC Phenyl diethyl phosphite